COC1=CC=C2C=NN(C2=C1N(S(=O)(=O)C=1C=NN(C1)C1=NC=CC(=C1)C(C)(CC)OC)COCC[Si](C)(C)C)C N-(6-methoxy-1-methyl-1H-indazol-7-yl)-1-(4-(2-methoxybutan-2-yl)pyridin-2-yl)-N-((2-(trimethylsilyl)ethoxy)methyl)-1H-pyrazole-4-sulfonamide